CN(C(COC(C(C)(C)C1=CC=C(C=C1)C(CCCN1CCC(CC1)C(C1=CC=CC=C1)C1=CC=CC=C1)=O)=O)=O)C 2-(dimethylamino)-2-oxoethyl-2-(4-(4-(4-(benzhydryl) piperidin-1-yl)-butyryl) phenyl)-2-methylpropionate